C(C)N(C=1C=C(C=CC1)C)CCO 2-(N-ethyl-m-toluidino)ethanol